N1C(=NC2=C1C=CC=C2)CNC2=NC(=NC=1N2N=CC1Br)N1CC(OCC1)(C)C N-[(1H-benzimidazol-2-yl)methyl]-8-bromo-2-(2,2-dimethylmorpholin-4-yl)pyrazolo[1,5-a][1,3,5]triazin-4-amine